(4-amino-1-(3-(2-chloropyridin-3-yl)-1H-pyrazolo[3,4-b]pyrazin-6-yl)-piperidin-4-yl)-methanol NC1(CCN(CC1)C1=CN=C2C(=N1)NN=C2C=2C(=NC=CC2)Cl)CO